dimethylsilyl(1,3-dimethyl-inden-2-yl)(2-phenyl-inden-1-yl)zirconium dichloride [Cl-].[Cl-].C[SiH](C)[Zr+2](C1C(=CC2=CC=CC=C12)C1=CC=CC=C1)C=1C(C2=CC=CC=C2C1C)C